BrC1=CN=C(C(=N1)NCC=1C=C2C=C(C=NC2=CC1F)C=1C=NN(C1)C)N 6-bromo-N2-((7-fluoro-3-(1-methyl-1H-pyrazol-4-yl)quinolin-6-yl)methyl)pyrazine-2,3-diamine